(R)-1-(1H-pyrazol-4-yl)pyrrolidin-3-amine N1N=CC(=C1)N1C[C@@H](CC1)N